C(C)OC(=O)C1=C(N=C(N1CC1=CC(=CC=C1)C(F)(F)F)C)C 2,4-dimethyl-1-(3-(trifluoromethyl)benzyl)-1H-imidazole-5-carboxylic acid ethyl ester